C(C)(=O)C1=CC(=C(COC2=CC=CC(=N2)C2CCN(CC2)CC2=NC3=C(N2C[C@H]2OCC2)C=C(C=C3)C(=O)O)C=C1)C (S)-2-((4-(6-((4-acetyl-2-methylbenzyl)oxy)pyridin-2-yl)piperidin-1-yl)methyl)-1-(Oxetan-2-ylmethyl)-1H-benzo[d]imidazole-6-carboxylic acid